NC1=NN2C(S1)=NC(=C2)C(CO)C 2-{2-aminoimidazo[2,1-b][1,3,4]thiadiazol-6-yl}propan-1-ol